2-(azepan-1-yl)-5-chloro-N-(3-cyanophenyl)-6-methylnicotinamide N1(CCCCCC1)C1=C(C(=O)NC2=CC(=CC=C2)C#N)C=C(C(=N1)C)Cl